C(C)(C)(C)OC(=O)NC(C[C@H]1CC(N(CC1)C(=O)OC(C)(C)C)=O)(C)C tert-Butyl (S)-4-(2-((tert-butoxycarbonyl)amino)-2-methylpropyl)-2-oxopiperidine-1-carboxylate